NCCN1CCC(CC1)C1=CC2=C(N(C(N2C)=O)C2C(NC(CC2)=O)=O)C=C1 3-(5-(1-(2-aminoethyl)piperidin-4-yl)-3-methyl-2-oxo-2,3-dihydro-1H-benzo[d]imidazol-1-yl)piperidine-2,6-dione